N-(3-aminobenzo[d]isothiazol-5-yl)-2-(4,4-difluoroazepan-1-yl)quinoline-3-carboxamide NC1=NSC2=C1C=C(C=C2)NC(=O)C=2C(=NC1=CC=CC=C1C2)N2CCC(CCC2)(F)F